gamma-methacryloyloxypropyl-triisopropoxysilane C(C(=C)C)(=O)OCCC[Si](OC(C)C)(OC(C)C)OC(C)C